FC1([C@H](CN(CC1)C1=C(C(=O)NC2=CC(=NC=C2)[S@@](=O)(=N)C)C=C(C=N1)C(F)(F)F)C)F 2-((S)-4,4-difluoro-3-methylpiperidin-1-yl)-N-(2-((R)-S-methylsulfonimidoyl)pyridin-4-yl)-5-(trifluoromethyl)nicotinamide